C(C)C1=NN2C(NC3=C(C2=O)CN(C3=O)[C@H](COC)C)=C1 ethyl-6-[(2S)-1-methoxypropan-2-yl]-5,8-dioxo-5,6,7,8-tetrahydro-4H-pyrazolo[1,5-a]pyrrolo[3,4-d]pyrimidine